1-(tetrahydro-2H-pyran-4-yl)-8-(4-((3S,5R)-3,4,5-trimethylpiperazin-1-yl)phenyl)-[1,2,4]triazolo[4,3-a]quinoxaline O1CCC(CC1)C1=NN=C2N1C1=CC(=CC=C1N=C2)C2=CC=C(C=C2)N2C[C@@H](N([C@@H](C2)C)C)C